6-((R)-(2-((R)-1-Amino-2-((1,1,1-trifluoro-2-methylpropan-2-yl)oxy)ethyl)-1H-benzo[d]imidazol-5-yl)(cyclopropyl)methyl)-4,6-diazaspiro[2.4]heptan-5-one N[C@@H](COC(C(F)(F)F)(C)C)C1=NC2=C(N1)C=CC(=C2)[C@H](N2C(NC1(CC1)C2)=O)C2CC2